bis(2,6-dimethoxybenzoyl)benzylbutylphosphine oxide COC1=C(C(=O)C(CCCP(CC2=CC=CC=C2)=O)C(C2=C(C=CC=C2OC)OC)=O)C(=CC=C1)OC